5-(Hydroxymethyl)furan-2-sulfonamide OCC1=CC=C(O1)S(=O)(=O)N